dicyclobutyl ((4-aminopiperidin-1-yl)methyl)phosphonate NC1CCN(CC1)CP(OC1CCC1)(OC1CCC1)=O